2-methyl-1-(methyl-(2-(methylsulfinylmethyl)-4-nitrophenyl)amino)prop-2-ylamine CC(CN(C1=C(C=C(C=C1)[N+](=O)[O-])CS(=O)C)C)(C)N